N-(CYANOMETHYL)-2-(2-FORMYL-4-METHOXYPHENOXY)ACETAMIDE C(#N)CNC(COC1=C(C=C(C=C1)OC)C=O)=O